N-(2-chloroethyl)-morpholine ClCCN1CCOCC1